3-(1,2,3,5,6,7-hexahydro-s-indacen-4-yl)-1-[(oxan-4-yl)(1,2-oxazol-4-yl)sulfamoyl]urea Sodium Salt [Na].C1CCC2=C(C=3CCCC3C=C12)NC(NS(N(C=1C=NOC1)C1CCOCC1)(=O)=O)=O